C([C@@H]1[C@@H]([C@@H]([C@H]([C@H](O1)OC[C@@H]2[C@H]([C@@H]([C@H](C(O2)O)O)O[C@@H]3[C@@H]([C@H]([C@H]([C@H](O3)CO)O)O)O)O)O)O)O)O The molecule is a trisaccharide that is D-glucopyranose in which the hydroxy groups at positions 3 and 6 have each been converted into the corresponding alpha-D-galactopyranosyl derivative. It derives from a melibiose.